FC1=C(CN2C(C3=C(C(=C2)C(=O)N[C@@H]2[C@H](CCCCC2)O)OC=C3)=O)C(=CC(=C1)C=1C3=CN(N=C3C=CC1)C)F 5-(2,6-difluoro-4-(2-methyl-2H-indazol-4-yl)benzyl)-N-((1S,2S)-2-hydroxycycloheptyl)-4-oxo-4,5-dihydrofuro[3,2-c]pyridine-7-carboxamide